P(OS(=O)(=O)C1=CC=C(C)C=C1)([O-])=O Tosyl phosphonate